FC(C(=O)NC1=CC=C(C=C1)C1CCNCC1)(F)F 2,2,2-trifluoro-N-[4-(4-piperidyl)phenyl]acetamide